C(CCCC)NC(CC)C 3-Pentylaminobutan